2-[(3,3-dimethyl-1-oxo-1,3-dihydro-2-benzofuran-5-yl)amino]-4-{[(1S)-2-hydroxy-1-phenylethyl]Amino}-N-[(3-Methyloxetan-3-yl)methyl]Pyrimidine-5-carboxamide CC1(OC(C2=C1C=C(C=C2)NC2=NC=C(C(=N2)N[C@H](CO)C2=CC=CC=C2)C(=O)NCC2(COC2)C)=O)C